4,6-bis(2-((E)-pyridin-3-ylmethylene)hydrazinyl)pyrimidin N1=CC(=CC=C1)\C=N\NC1=NC=NC(=C1)N/N=C/C=1C=NC=CC1